C1(C=CC=C1)C1=C(C=CC=C1)C(C)C (2,4-cyclopentadien-1-yl)[(1-methylethyl)benzene]